4-(2,5-dichlorophenyl)-5-phenyl-2-(3-thienylmethyl)imidazole (1S,2R)-7-chloro-1-hydroxy-1,2,3,4-tetrahydronaphthalen-2-yl-carbamate ClC1=CC=C2CC[C@H]([C@H](C2=C1)O)NC(O)=O.ClC1=C(C=C(C=C1)Cl)C=1N=C(NC1C1=CC=CC=C1)CC1=CSC=C1